3,4-dihydro-1H-isoquinoline-2-carboxylic acid benzyl ester C(C1=CC=CC=C1)OC(=O)N1CC2=CC=CC=C2CC1